CSSSSC Dimethyl tetrasulfide